CC1=C(C(=O)NC2(CC2)C=2C=CC=C3C=CC(=CC23)C(=O)O)C=C(C=C1)OCC1N(CC1)C 8-(1-(2-Methyl-5-((1-methylazetidin-2-yl)methoxy)benzamido)cyclopropyl)-2-naphthoic acid